BrC1=NN(C(=C1[C@@H]1[C@H](C(N(C1)C)=O)C(=O)NC1=C(C=CC=C1)F)Cl)C (3S,4S)-4-(3-bromo-5-chloro-1-methyl-pyrazol-4-yl)-N-(2-fluorophenyl)-1-methyl-2-oxo-pyrrolidine-3-carboxamide